6-fluoro-7-{3-[(3-methoxypyridin-2-yl)carbamoyl]azetidin-1-yl}-4-oxo-1-(1,3-thiazol-2-yl)-1,4-dihydro-1,8-naphthyridine-3-carboxylic acid FC=1C=C2C(C(=CN(C2=NC1N1CC(C1)C(NC1=NC=CC=C1OC)=O)C=1SC=CN1)C(=O)O)=O